COC(C1CCN(CC1)C1=CC=C(C=C1)C1(C(CCC2=CC(=CC=C12)OC)CC(F)(F)F)O)OC 1-[4-[4-(dimethoxymethyl)-1-piperidyl]phenyl]-6-methoxy-2-(2,2,2-trifluoroethyl)tetralin-1-ol